5-Methyl-6-(1-methylbenzimidazol-4-yl)-3-[4-[rel-(3S)-4-methylmorpholin-3-yl]anilino]pyrazin-2-carboxamid CC=1N=C(C(=NC1C1=CC=CC=2N(C=NC21)C)C(=O)N)NC2=CC=C(C=C2)[C@@H]2N(CCOC2)C |o1:27|